(S)-N-[1-(4-ethylthiazol-2-yl)-2-(4-nitrophenyl)ethyl]-4-oxo-4-phenylbutanamide C(C)C=1N=C(SC1)[C@H](CC1=CC=C(C=C1)[N+](=O)[O-])NC(CCC(C1=CC=CC=C1)=O)=O